2-(4-Chloro-2-fluorophenyl)-2-(2,6-dibromophenoxy)ethanol-2-d ClC1=CC(=C(C=C1)C(CO)([2H])OC1=C(C=CC=C1Br)Br)F